tritriacontyl eicos-13-enoate C(CCCCCCCCCCCC=CCCCCCC)(=O)OCCCCCCCCCCCCCCCCCCCCCCCCCCCCCCCCC